beryllium carbonate carbon [C+4].C([O-])([O-])=O.[Be+2].C([O-])([O-])=O.C([O-])([O-])=O